C1(=CC=CC=C1)NC=1C(=CC=CC1)C1=CC=CC=C1 N-phenyl-1,1'-biphenyl-2-amine